C(=C)C[SiH](OCC)OCC vinylmethyl-diethoxysilane